N1(CC1)CCNS(=O)(=O)C=1C=C(C(=O)N(CCC)CCC)C=CC1CC 3-(N-(2-(aziridine-1-yl)ethyl)sulfamoyl)-4-ethyl-N,N-dipropylbenzamide